N-[4-chloro-3-({1-[4-(trifluoromethyl)phenyl]-1H-indazol-4-yl}carbamoyl)benzyl]-tetrahydrofuran-3-carboxamide ClC1=C(C=C(CNC(=O)C2COCC2)C=C1)C(NC1=C2C=NN(C2=CC=C1)C1=CC=C(C=C1)C(F)(F)F)=O